2,2-dibromo-2-fluoro-1-(p-methoxyphenyl)ethan-1-one BrC(C(=O)C1=CC=C(C=C1)OC)(F)Br